4-(2-((3-(6-aminopyridin-3-yl)acrylamido)methyl)-7-methoxybenzofuran-5-yl)benzoic acid NC1=CC=C(C=N1)C=CC(=O)NCC=1OC2=C(C1)C=C(C=C2OC)C2=CC=C(C(=O)O)C=C2